((N-(4-(1H-imidazol-4-yl) phenyl)-2-(3-methyl-2-oxo-2,3-dihydro-1H-benzo[d]imidazol-1-yl) acetamido) methyl)-2-methoxyphenylacetate hydrochloride Cl.N1C=NC(=C1)C1=CC=C(C=C1)N(C(CN1C(N(C2=C1C=CC=C2)C)=O)=O)COC(CC2=C(C=CC=C2)OC)=O